O=C1NC(CCC1N1C(C2=CC=C(C=C2C1)NC(=O)N1CCC2=CC(=CC=C12)COC)=O)=O N-(2-(2,6-dioxopiperidin-3-yl)-1-oxoisoindolin-5-yl)-5-(methoxymethyl)indoline-1-carboxamide